NC1=C(C=CC(=C1)C(F)(F)F)C=C=O (2-amino-4-(trifluoromethyl)phenyl)ethen-1-one